FC([C@@H](C1=CC=C(C=C1)F)N1N=C(C(=C1)C1=NC(=NC=C1)C1=C(C=2N(C=C1)N=C(N2)N2C(=CC=C2C)C)C)C)(C)F (R)-7-(4-(1-(2,2-difluoro-1-(4-fluorophenyl)propyl)-3-methyl-1H-pyrazol-4-yl)pyrimidin-2-yl)-2-(2,5-dimethyl-1H-pyrrol-1-yl)-8-methyl-[1,2,4]triazolo[1,5-a]pyridine